CCCCCCC(C)(C)C(=O)O[Sn](C)(C)OC(=O)C(C)(C)CCCCCC dimethyldineodecanoate tin